FC1=CC=C(C=C1)C1=C(C=C2C(NC(NC2=C1SC[C@@H](CO)OCCOC)=O)=O)C(F)(F)F (R)-7-(4-fluorophenyl)-8-((3-hydroxy-2-(2-methoxyethoxy)propyl)thio)-6-(trifluoromethyl)quinazoline-2,4(1H,3H)-dione